4-(2-chlorobenzyl)-3-methylisoxazol-5(4H)-one ClC1=C(CC2C(=NOC2=O)C)C=CC=C1